COC(=O)C=1NC2=CC(=CC(=C2C1)F)F 4,6-difluoro-1H-indole-2-carboxylic acid methyl ester